NC=1CC(=CC2=C(N1)C=C(S2)CC2CCNCC2)C(=O)N(CCC)OCC 5-amino-N-ethoxy-2-(4-piperidinylmethyl)-N-propyl-6H-thieno[3,2-b]Azepine-7-carboxamide